COC(C(CCN(O)O)CC)=O N,N-dihydroxyethyl-3-aminomethylpropanoic acid methyl ester